(3-morpholino-1-(tetrahydro-2H-pyran-2-yl)-1H-pyrazolo[4,3-c]pyridin-6-yl)acetamide O1CCN(CC1)C1=NN(C2=C1C=NC(=C2)CC(=O)N)C2OCCCC2